3-amino-3-(2-bromopyridin-4-yl)propionamide NC(CC(=O)N)C1=CC(=NC=C1)Br